NC1=CC=C(N=N1)C1CCN(CC1)C(=O)C1=CC=C(C=C1)C1=CC=C(C=C1)CC [4-(6-Amino-pyridazin-3-yl)-piperidin-1-yl]-(4'-ethyl-biphenyl-4-yl)-methanone